C[Si](N[Si](C)(C)C)(C)C.[Li] lithium hexamethyl-disilazane